CN1C(=NN=C1)S[C@@H](C)C=1C=C(N)C=CC1 (S)-3-(1-(4-methyl-4H-1,2,4-triazol-3-ylsulfanyl)ethyl)aniline